2-(6-(1-(2-fluoro-5-(trifluoromethoxy)benzyl)-1H-pyrazol-3-yl)pyridin-2-yl)-2-hydroxypropane-1-sulfonamide FC1=C(CN2N=C(C=C2)C2=CC=CC(=N2)C(CS(=O)(=O)N)(C)O)C=C(C=C1)OC(F)(F)F